SC=1C=C(C(=C(C1)O)C)C 5-Mercapto-2,3-dimethylphenol